8-Chloro-3-(3-methoxycarbonylbenzyl)quinazoline-2,4(1H,3H)-dione ClC=1C=CC=C2C(N(C(NC12)=O)CC1=CC(=CC=C1)C(=O)OC)=O